C(C)OC(=O)C1=C(NN=C1NC(NC1=C(C=C(C(=C1)OCC1=C(C(=CC=C1OCC1CC1)F)F)OC)F)=O)C(=O)OCC Diethyl-5-([(5-([6-(cyclopropylmethoxy)-2,3-difluorophenyl]methoxy)-2-fluoro-4-methoxyphenyl)carbamoyl]amino)-2H-pyrazole-3,4-dicarboxylic acid